CC1=C(C(=NC=C1NC(=O)OC(C)(C)C)C(=O)OC1=CC=2NC(=NC2C2=CC=CC=C12)CN(C1=CC=CC=C1)C)F 2-((methyl-(phenyl)amino)methyl)-3H-naphtho[2,1-d]imidazol-5-ol methyl-5-{[(tert-butoxy)carbonyl]amino}-3-fluoropyridine-2-carboxylate